C=CC=CCC=C hepta-1,3,6-triene